CC(=O)N[C@@H]1[C@H]([C@@H]([C@H](O[C@H]1O[C@H]2[C@H]([C@H](O[C@H]([C@@H]2O)O[C@@H]3[C@H](O[C@H]([C@@H]([C@H]3O)O)O)CO)CO)O)CO[C@H]4[C@@H]([C@H]([C@@H]([C@H](O4)CO)O)O)O)O)O The molecule is an amino tetrasaccharide comprising beta-D-glucose at the reducing end with a beta-D-glucosyl-(1->6)-N-acetyl-beta-D-glucosaminyl-(1->3)-beta-D-glucosyl group attached at the 4-position. It is an amino tetrasaccharide and a glucosamine oligosaccharide.